{4-[2-((4S,5S)-2-Amino-5-methyl-4,5-dihydro-oxazol-4-yl)-ethyl]-phenyl}-(5-chloro-pyrimidin-2-yl)-amine NC=1O[C@H]([C@@H](N1)CCC1=CC=C(C=C1)NC1=NC=C(C=N1)Cl)C